(E)-1-(4-(dimethylamino)phenyl)-3-(4-methoxy-3,5-dimethylphenyl)prop-2-en-1-one CN(C1=CC=C(C=C1)C(\C=C\C1=CC(=C(C(=C1)C)OC)C)=O)C